C(CCC)C1C2(C=CC(CN1CC1=CC=CC=C1)N2)C butyl-3-benzyl-1-methyl-3,8-diazabicyclo[3.2.1]oct-6-ene